(4-((4-(sulfamylamino)cyclohexyl)amino)-1,2,5-oxadiazol-3-yl)-4-(3-bromo-4-fluorophenyl)-1,2,4-oxadiazol-5(4H)-one S(N)(=O)(=O)NC1CCC(CC1)NC=1C(=NON1)C1=NOC(N1C1=CC(=C(C=C1)F)Br)=O